1-(3-cyanophenyl)-N-(4-fluoro-3-formylphenyl)-3-(trifluoromethyl)-1H-pyrazole-5-carboxamide C(#N)C=1C=C(C=CC1)N1N=C(C=C1C(=O)NC1=CC(=C(C=C1)F)C=O)C(F)(F)F